C1(CCCCC1)C1CCCC=2N1N=C(N2)C(=O)N[C@@H]2C(N(C=1N(CC2)N=CC1)C)=O |r| 5-Cyclohexyl-N-[rac-(6S)-4-methyl-5-oxo-7,8-dihydro-6H-pyrazolo[1,5-a][1,3]diazepin-6-yl]-5,6,7,8-tetrahydro-[1,2,4]triazolo[1,5-a]pyridin-2-carboxamid